NCC=1C=C(C=CC1)C=1C=C(C2=C(C(=CO2)COC2=C(C=CC=C2)CC(=O)O)C1)CN(C)C1CC1 2-(2-((5-(3-(aminomethyl)phenyl)-7-((cyclopropyl(methyl)amino)methyl)benzofuran-3-yl)methoxy)phenyl)acetic acid